3-((3-bromo-5-o-tolylpyrazolo[1,5-a]pyrimidin-7-ylamino)methyl)pyridine 1-oxide BrC=1C=NN2C1N=C(C=C2NCC=2C=[N+](C=CC2)[O-])C2=C(C=CC=C2)C